ClC=1C=C(C=NC1)C1=NOC(=N1)C=1C=CC(N(N1)CC=1SC(=NN1)C1=NC=C(C=C1)F)=O 6-(3-(5-chloropyridin-3-yl)-1,2,4-oxadiazol-5-yl)-2-((5-(5-fluoropyridin-2-yl)-1,3,4-thiadiazol-2-yl)methyl)pyridazin-3(2H)-one